FC1=CC=C2C(C(=CNC2=C1)C(=O)O)=O 7-fluoro-4-oxo-1,4-dihydroquinoline-3-carboxylic acid